C(C)(C)C1=CC(=CC2=C1N(C(N2C)=O)C)N2CCCC1=CN(C(C=C21)=O)C=2C=CC(=NC2)C(=O)OC Methyl 5-(1-(7-isopropyl-1,3-dimethyl-2-oxo-2,3-dihydro-1H-benzo[d]imidazol-5-yl)-7-oxo-1,3,4,7-tetrahydro-1,6-naphthyridin-6(2H)-yl)picolinate